(2,6-dichloropyridin-4-yl)methyl (S)-2-((tert-butoxycarbonyl)amino)-3-(6-((tert-butoxycarbonyl)amino)pyridin-3-yl)propanoate C(C)(C)(C)OC(=O)N[C@H](C(=O)OCC1=CC(=NC(=C1)Cl)Cl)CC=1C=NC(=CC1)NC(=O)OC(C)(C)C